C1(=CC=CC=2C3=CC=CC=C3CC12)[Zr]NC(C)(C)C fluorenyl-tertiary butylamino-zirconium